(1'r,2'r)-5'-methyl-4-(2-methyloctan-2-yl)-2'-(prop-1-en-2-yl)-1',2',3',4'-tetrahydro-[1,1'-biphenyl]-2,6-diol CC=1CC[C@H]([C@@H](C1)C=1C(=CC(=CC1O)C(C)(CCCCCC)C)O)C(=C)C